CN(CCCNS(=O)(=O)C1=C(C=C(C=C1C)C)C)C N-(3-(dimethylamino)propyl)-2,4,6-trimethylbenzenesulfonamide